2-amino-2-(1-methyl-1H-pyrazol-4-yl)acetic acid NC(C(=O)O)C=1C=NN(C1)C